C(C)(C)C1=CC(=NN1)C(=O)N1C[C@@H]2C([C@@H]2C1)C(=O)N1[C@H](CCC1)C (5-Isopropyl-1H-pyrazol-3-yl)-[(1S,5R)-6-[(2S)-2-methylpyrrolidin-1-carbonyl]-3-azabicyclo[3.1.0]hexan-3-yl]methanon